3-(5-carboxypentyl)-1,1-dimethyl-6,8-disulfo-benzo[E]indol-3-ium C(=O)(O)CCCCC[N+]1=CC(C=2C3=C(C=CC12)C(=CC(=C3)S(=O)(=O)O)S(=O)(=O)O)(C)C